OCCCOCCCNC(OC(C)(C)C)=O tert-butyl (3-(3-hydroxypropoxy)propyl)carbamate